keto-CoA O=NC=1C=2N=CN([C@H]3[C@H](O)[C@H](OP(=O)(O)O)[C@@H](COP(=O)(O)OP(=O)(O)OCC(C)(C)[C@@H](O)C(=O)NCCC(=O)NCCS)O3)C2N=CN1